COC(=O)[C@H]1N([C@H](CC1)C1=C(C=CC=C1)Cl)C(=O)C1=CC=C(C=C1)C1=C(C=CC=C1)OC (2S,5R)-5-(2-chlorophenyl)-1-(2'-methoxy-[1,1'-biphenyl]-4-carbonyl)pyrrolidine-2-carboxylic acid methyl ester